Cl.NCCCN1C(C2=C(C=NC=C2C=C1)NC1=C(C=C(C=C1)I)F)=O 2-(3-aminopropyl)-8-(2-fluoro-4-iodoanilino)-2,6-naphthyridin-1(2H)-one hydrochloride